NCC1(CCCC1)N(C(OC(C)(C)C)=O)C tert-butyl (1-(aminomethyl)cyclopentyl)(methyl)carbamate